C(CCC)C1CS(C2=C(N(C1)C1=CC=C(C=C1)F)C=C(C(=C2)O\C=C(\C(=O)O)/F)SCC)(=O)=O racemic-(Z)-3-((3-butyl-7-(ethylthio)-5-(4-fluorophenyl)-1,1-dioxido-2,3,4,5-tetrahydro-1,5-benzothiazepin-8-yl)oxy)-2-fluoroacrylic acid